O=C1N(C(C2=CC=CC=C12)=O)CC(CC(CCNC(OC(C)(C)C)=O)(C)C)[C@@H](C(C)C)NC(OC(C)(C)C)=O Di-tert-butyl ((6R)-5-((1,3-dioxoisoindolin-2-yl)methyl)-3,3,7-trimethyloctane-1,6-diyl)dicarbamate